2-[cyclopropyl-(methyl)amino]ethanol C1(CC1)N(CCO)C